C(C)(=O)OCCN(C1=CC=C(C=O)C=C1)CCOC(C)=O 4-[bis[2-(acetoxy)ethyl]amino]benzaldehyde